C(C1=CC=CC=C1)N1C=C(N=C(C1=O)OC)C(=O)OCC ethyl 4-benzyl-6-methoxy-5-oxo-4,5-dihydropyrazine-2-carboxylate